FC1(CN(C1)C(C=C)=O)C(=O)N1CCC(CC1)N1N=NC(=C1C)C=1C=C(C=2N(C1)N=CC2C#N)OC(CO)C2=NC=CC=C2 6-[1-[1-(3-Fluoro-1-prop-2-enoyl-azetidine-3-carbonyl)-4-piperidyl]-5-methyl-triazol-4-yl]-4-[2-hydroxy-1-(2-pyridyl)ethoxy]pyrazolo[1,5-a]pyridine-3-carbonitrile